5-HEXYLDIHYDROFURAN-2(3H)-ONE C(CCCCC)C1CCC(O1)=O